O[C@H]1C[C@@H](O[C@@H]1CO)N1C=2N=C(NC(C2N=C1)=O)NC(C(CCCNC(=N)N)=O)=O 1-{9-[(2R,4S,5R)-4-Hydroxy-5-(hydroxymethyl)tetrahydrofur-2-yl]-6-oxo-1,9-dihydropurin-2-ylamino}-5-guanidino-1,2-pentanedione